3-Cyclopropyl-5-(difluoromethoxy)benzoic acid C1(CC1)C=1C=C(C(=O)O)C=C(C1)OC(F)F